3-amino-6-chloropyridinecarboxaldehyde NC=1C(=NC(=CC1)Cl)C=O